ClC=1C(=NC(=CC1)OC)C(=O)N1C2CN(C(C1)CC2)CC2=C(N=C1N2C=CC=C1)C1=NC=C(C=C1)Cl (3-Chloro-6-methoxypyridin-2-yl)(5-{[2-(5-chloropyridin-2-yl)imidazo[1,2-a]pyridin-3-yl]methyl}-2,5-diazabicyclo[2.2.2]oct-2-yl)methanon